C(C)(=O)OCC#CCC(C#N)(C#N)C1=CC2CCC(C1)N2C(=O)OC(C)(C)C Tert-Butyl 3-(5-Acetoxy-1,1-Dicyanopent-3-Yn-1-Yl)-8-Azabicyclo[3.2.1]Oct-2-Ene-8-Carboxylate